6-(4-cyclopropylpiperazin-1-yl)-2-(4,6-dimethylpyrazolo[1,5-a]pyrazin-2-yl)quinazolin-4(3H)-one C1(CC1)N1CCN(CC1)C=1C=C2C(NC(=NC2=CC1)C1=NN2C(C(=NC(=C2)C)C)=C1)=O